C(#N)[C@H](CC1=CC=C(C=C1)C=1C=C(C2=C(N(C(O2)=O)CC(F)F)C1)F)NC(=O)[C@H]1OCCCNC1 (2S)-N-[(1S)-1-cyano-2-{4-[3-(2,2-difluoroethyl)-7-fluoro-2-oxo-2,3-dihydro-1,3-benzoxazol-5-yl]phenyl}ethyl]-1,4-oxaazepane-2-carboxamide